Pyridon C1=CC(=O)NC=C1